2-(3-methoxybenzyl)benzimidazole COC=1C=C(CC=2NC3=C(N2)C=CC=C3)C=CC1